Cl.C(CCC)[C@H]1N(CCCNC1)S(=O)(=O)C1=C2C=CN=C(C2=CC=C1)O (R)-5-((2-n-butyl-1,4-diazepan-1-yl)sulfonyl)isoquinolin-1-ol hydrochloride